(R)-3-(p-toluenesulfonyloxy)pyrrolidine-1-carboxylic acid tert-butyl ester C(C)(C)(C)OC(=O)N1C[C@@H](CC1)OS(=O)(=O)C1=CC=C(C)C=C1